zirconium(IV) dichloride [Cl-].[Cl-].[Zr+4]